Bromoindolone BrC=1C(N=C2C=CC=CC12)=O